4-(6-aminopyridazin-3-yl)-1-methylpiperazin-2-one NC1=CC=C(N=N1)N1CC(N(CC1)C)=O